(S)-3-methyl-6-(2'-oxospiro[cyclopropane-1,3'-indoline]-6'-yl)-3,4-dihydropyridine-1(2H)-carboxylic acid tert-butyl ester C(C)(C)(C)OC(=O)N1C[C@H](CC=C1C1=CC=C2C3(C(NC2=C1)=O)CC3)C